Br[Zn]C1CC(OCC1)C1=CN(C(C=C1)=O)C bromo-[2-(1-methyl-6-oxo-3-pyridyl)tetrahydropyran-4-yl]zinc